C(C(=C)C)(=O)CCC[Si](OCC)(OCC)C γ-methacryloylpropylmethyl-diethoxysilane